4-((2-(bis(3-chloro-4-fluorophenyl)methyl)-1H-imidazol-5-yl)sulfonyl)piperazin-2-one ClC=1C=C(C=CC1F)C(C=1NC(=CN1)S(=O)(=O)N1CC(NCC1)=O)C1=CC(=C(C=C1)F)Cl